2-(4-((2,5-dioxo-3-(4-(trifluoromethyl)phenyl)imidazolin-1-yl)methyl)phenoxy)-2-methylpropanoic acid O=C1N(C(CN1C1=CC=C(C=C1)C(F)(F)F)=O)CC1=CC=C(OC(C(=O)O)(C)C)C=C1